2-(6-{5-chloro-2-[(oxacyclohexan-4-yl)amino]pyrimidin-4-yl}-1-oxo-2,3-dihydro-1H-isoindol-2-yl)acetic acid ClC=1C(=NC(=NC1)NC1CCOCC1)C1=CC=C2CN(C(C2=C1)=O)CC(=O)O